hydroxyphenylboronic acid B(C1=CC=CC=C1O)(O)O